4-(1-(difluoromethyl)-3-(5-fluoropyridin-2-yl)-1H-pyrazol-4-yl)-1-((2-(trimethylsilyl)ethoxy)methyl)-1H-pyrrolo[2,3-b]pyridine FC(N1N=C(C(=C1)C1=C2C(=NC=C1)N(C=C2)COCC[Si](C)(C)C)C2=NC=C(C=C2)F)F